5-Methyl-1H-indazol-6-ol CC=1C=C2C=NNC2=CC1O